(4-cyano)Benzoic acid C(#N)C1=CC=C(C(=O)O)C=C1